N-(3-((5-chloropyrimidin-2-yl)amino)-4-methylphenyl)acetamide ClC=1C=NC(=NC1)NC=1C=C(C=CC1C)NC(C)=O